P(OC1=C(C=CC=C1)C(C)(C)C)(OC1=C(C=CC=C1)C(C)(C)C)OC1=C(C=CC=C1)C(C)(C)C tri(2-t-butylphenyl) phosphite